FC1=C(C(C(=O)O)O)C=CC(=C1)F 2,4-difluoromandelic acid